OC1C=CC=CC=1 carbolic ACID